1-(5-((R)-2-(2,5-difluorophenyl)-4,4-difluoropyrrolidin-1-yl)-2-fluoropyrazolo[1,5-a]pyrimidin-3-yl)-3-((1R,2R)-2-hydroxycyclopropyl)thiourea FC1=C(C=C(C=C1)F)[C@@H]1N(CC(C1)(F)F)C1=NC=2N(C=C1)N=C(C2NC(=S)N[C@H]2[C@@H](C2)O)F